C1(CC1)C(=O)N1[C@H]([C@H](C(C1)(F)F)NS(=O)(=O)CC)CC=1C(=C(C=CC1)C1=CC(=CC=C1)OC)F N-{(2S,3R)-1-(cyclopropanecarbonyl)-4,4-difluoro-2-[{2-fluoro-3'-methoxy[1,1'-biphenyl]-3-yl}methyl]pyrrolidin-3-yl}ethanesulfonamide